6-chloro-5-(pyrazolo[1,5-a]pyridin-5-yl)-2,3-dihydro-1H-inden-4-amine ClC=1C(=C(C=2CCCC2C1)N)C1=CC=2N(C=C1)N=CC2